S1C(=NC=C1)C1=CC=C(C=C1)O 4-(thiazol-2-yl)phenol